(1r,2S,5S)-N-{(1S)-1-cyano-2-[(3S)-2-oxopyrrolidin-3-yl]ethyl}-6,6-dimethyl-3-[4-methyl-N-(trifluoroacetyl)-L-leucyl]-3-azabicyclo[3.1.0]hexane-2-carboxamide C(#N)[C@H](C[C@H]1C(NCC1)=O)NC(=O)[C@@H]1[C@H]2C([C@H]2CN1C([C@@H](NC(C(F)(F)F)=O)CC(C)(C)C)=O)(C)C